C(C(=O)[O-])(=O)[O-].[Mn+2].[Fe+2].[Ni+2].C(C(=O)[O-])(=O)[O-].C(C(=O)[O-])(=O)[O-] nickel-iron-manganese oxalate